FC1=CC2=C(N=C(O2)C=2C=C(C=CC2)C2=C(C=C(C=C2)F)C2=NN=CN2C)C=C1CNCCOC N-((6-Fluoro-2-(4'-fluoro-2'-(4-methyl-4H-1,2,4-triazol-3-yl)-[1,1'-biphenyl]-3-yl)benzo[d]oxazol-5-yl)methyl)-2-methoxyethan-1-amine